1-(((3S)-1-((3-((4-chlorobenzoylmethyl)oxy)-1-azetidinyl)sulfonyl)-3-piperidinyl)carbonyl)-N-(4-(trifluoromethyl)benzyl)-D-prolinamide ClC1=CC=C(C(=O)COC2CN(C2)S(=O)(=O)N2C[C@H](CCC2)C(=O)N2[C@H](CCC2)C(=O)NCC2=CC=C(C=C2)C(F)(F)F)C=C1